C(C1=CC=CC=C1)OC1=C(C(=C2C=CC(=CC2=C1)NC(CC1=CC=C(C=C1)C1=CC2=C(N(C(N2C)=O)C=2C(=NC(=CC2)OCC2=CC=CC=C2)OCC2=CC=CC=C2)C=C1F)=O)F)N1S(NC(C1)=O)(=O)=O N-[7-benzyloxy-5-fluoro-6-(1,1,4-trioxo-1,2,5-thiadiazolidin-2-yl)-2-naphthyl]-2-[4-[1-(2,6-dibenzyloxy-3-pyridyl)-6-fluoro-3-methyl-2-oxo-benzimidazol-5-yl]phenyl]acetamide